ClC1=C(C(=C(OC=2N=NC(=C(C2C(=O)NC2=CC(=CC=C2)S(=O)(=O)C)C)C(F)(F)F)C=C1)OC)F 3-(4-chloro-3-fluoro-2-methoxy-phenoxy)-5-methyl-N-[3-(methylsulfonyl)phenyl]-6-(trifluoromethyl)pyridazine-4-carboxamide